[N+](#[C-])C[Si](C)(C)C (ISOCYANOMETHYL)TRIMETHYLSILANE